(3-[(tert-butyldimethylsilyl)oxy]cyclopentyl)pyrimidin-2-amine [Si](C)(C)(C(C)(C)C)OC1CC(CC1)C1=NC(=NC=C1)N